1-(chloromethyl)-2-fluoro-4-methoxy-5-nitrobenzene ClCC1=C(C=C(C(=C1)[N+](=O)[O-])OC)F